NC1=CC=C2C(C=C(OC2=C1[N+](=O)[O-])C1=NC=C(C#N)C=C1)=O 6-(7-amino-8-nitro-4-oxo-4H-chromen-2-yl)nicotinonitrile